FC1=NNC=2C1=NC=CC2 3-fluoro-1H-pyrazolo[4,3-b]pyridine